1-(2-((2,5-bis(trifluoromethyl)pyrazolo[1,5-a]pyrimidin-7-yl)amino)-1-(4-fluorophenyl)ethyl)-3-methylazetidin-3-ol FC(C1=NN2C(N=C(C=C2NCC(C2=CC=C(C=C2)F)N2CC(C2)(O)C)C(F)(F)F)=C1)(F)F